2-(2-(morpholinyl)ethylthio)-4-(3-ethynylphenylamino)pyrimidine N1(CCOCC1)CCSC1=NC=CC(=N1)NC1=CC(=CC=C1)C#C